OC1CCC(CC1)OC=1C(=CC(=NC1)C)C1=CC=2N(C=C1)N=C(C2)NC2=CC=C(C=C2)S(=O)(=O)N(C)C 4-[[5-[5-(4-hydroxycyclohexoxy)-2-methyl-4-pyridyl]pyrazolo[1,5-a]pyridin-2-yl]amino]-N,N-dimethyl-benzenesulfonamide